O=C(CON1C(N(N=C1)C)=O)C 2-oxopropoxy(methyl)-2,4-dihydro-3H-1,2,4-triazol-3-one